C(CCCC(=O)OCC(CCCCCCCC)CCCCCC)(=O)OCCC1CCNCC1 O5-(2-hexyldecyl) O1-[2-(4-piperidyl)ethyl] pentanedioate